COC([C@H](CC1=CC(=CC=C1)SC)NC(=O)OC(C)(C)C)=O (S)-2-((tert-butoxycarbonyl)amino)-3-(3-(methylthio)phenyl)propionic acid methyl ester